CN1C(N(C2=C1C=C(C=C2)S(=O)(=O)NC2(CC2)C)CC2=CC=NC=C2)=O 3-methyl-N-(1-methylcyclopropyl)-2-oxo-1-(4-pyridylmethyl)benzimidazole-5-sulfonamide